tert-butyl 6-(2-(4-(methylcarbamoyl)phenyl)benzo[d]imidazo[2,1-b]thiazole-7-carboxamido)-2-azaspiro[3.3]heptane-2-carboxylate CNC(=O)C1=CC=C(C=C1)C=1N=C2SC3=C(N2C1)C=CC(=C3)C(=O)NC3CC1(CN(C1)C(=O)OC(C)(C)C)C3